2-[(6-Phenyl-2,3,4,9-tetrahydro-1H-carbazol-1-yl)amino]ethanol C1(=CC=CC=C1)C=1C=C2C=3CCCC(C3NC2=CC1)NCCO